NC=1C(NC(N(N1)C1=CC(=C(C(=C1)Cl)OC=1C=C2C(=CC(=NC2=CC1)C1=NC=C(C=C1)Br)C)Cl)=O)=O 6-amino-2-(3,5-dichloro-4-((2-(5-bromopyridin-2-yl)-4-methylquinolin-6-yl)oxy)phenyl)-1,2,4-triazine-3,5(2H,4H)-dione